1-(5-((4-(6-(1H-imidazol-2-yl)-2-methylpyridin-3-yl)piperazin-1-yl)methyl)pyridazin-3-yl)-3-ethylurea N1C(=NC=C1)C1=CC=C(C(=N1)C)N1CCN(CC1)CC=1C=C(N=NC1)NC(=O)NCC